2,3,4,5-tetraphenylpyrrole C1(=CC=CC=C1)C=1NC(=C(C1C1=CC=CC=C1)C1=CC=CC=C1)C1=CC=CC=C1